ON1C(=O)[C@@H]2[C@@H](CCCC2)C1=O N-hydroxy-cis-cyclohexane-1,2-dicarboximide